[Br-].FC(C1=CN=C(S1)[Zn+])(F)F (5-(Trifluoromethyl)thiazol-2-yl)zinc(II) bromide